ClC1=C(C=C2C(C(NC2=C1)=O)=C(C1=CC(=NO1)C)O)C1=CC=C(C=C1)OCC1COC1 6-chloro-3-[hydroxy-(3-methylisoxazol-5-yl)methylene]-5-[4-(oxetan-3-ylmethoxy)phenyl]indolin-2-one